N1C(OCC2=C1C=CC=C2)=O 1,4-dihydro-3,1-benzoxazine-2-one